4-(2-cyclopropyl-5-{5-[(R)-(1,3-dimethyl-azetidin-3-yl)-hydroxy-(4-isopropyl-phenyl)-methyl]-pyridin-3-yl}-2H-[1,2,4]triazol-3-yl)-bicyclo[2.2.2]octane-1-carboxylic acid C1(CC1)N1N=C(N=C1C12CCC(CC1)(CC2)C(=O)O)C=2C=NC=C(C2)[C@](C2=CC=C(C=C2)C(C)C)(O)C2(CN(C2)C)C